BrC=1C=NC=NC1 5-Bromo-pyrimidine